ClC=1C=CC2=C([C@@H](C[C@H](O2)C(=O)NC23CC(C2)(C3)C3=NOC(=C3)[C@@H]3C[C@@H](C3)OC(F)(F)F)O)C1 (2S,4R)-6-chloro-4-hydroxy-N-(3-{5-[cis-3-(trifluoromethoxy)cyclobutyl]-1,2-oxazol-3-yl}bicyclo[1.1.1]pentan-1-yl)-3,4-dihydro-2H-1-benzopyran-2-carboxamide